The molecule is an extended flavonoid that is 3,4,6a,11b-tetrahydro-2H,6H-[1]benzofuro[3,2-b]pyrano[3,2-g]chromene substituted by hydroxy groups at positions 3, 5, 6a and 9, geminal methyl groups at positions 2, an oxo group at position 6 and a prenyl group at position 11b. It has been isolated from the twigs of Morus nigra. It has a role as a plant metabolite. It is an extended flavonoid, an organic heteropentacyclic compound and a polyphenol. CC(=CC[C@@]12C3=C(C=C(C=C3)O)O[C@@]1(C(=O)C4=C(O2)C=C5C(=C4O)C[C@H](C(O5)(C)C)O)O)C